sodium Isostearoyl Lactate C(C(O)C)(=O)OC(CCCCCCCCCCCCCCC(C)C)=O.[Na]